ClC=1C(=NC(=NC1)NC1=NN(N=C1)C)C1=CC=C2CN(C(C2=C1)=O)[C@@H](C(=O)N[C@H](C)C1=CC(=CC(=C1)OC)F)CO (2R)-2-(6-{5-chloro-2-[(2-methyl-2H-1,2,3-triazol-4-yl)amino]pyrimidin-4-yl}-1-oxo-2,3-dihydro-1H-isoindol-2-yl)-N-[(1R)-1-(3-fluoro-5-methoxyphenyl)ethyl]-3-hydroxypropanamide